5-hydroxy-4-(4-(methylthio)phenyl)-3-phenylfuran-2(5H)-one OC1C(=C(C(O1)=O)C1=CC=CC=C1)C1=CC=C(C=C1)SC